BrC1=CC(=C(C(=C1)C)C1C(CC2(CCN(CC2)C(=O)OC(C)(C)C)CC1=O)=O)CC tert-butyl 9-(4-bromo-2-ethyl-6-methyl-phenyl)-8,10-dioxo-3-azaspiro[5.5]undecane-3-carboxylate